2-(2-fluoroprop-2-yl)isonicotinic acid FC(C)(C)C=1C=C(C(=O)O)C=CN1